C(C)(=O)N1NC(CC1C1=C(C(=CC=C1)OC)Cl)=C1C(N(C(N(C1=O)C)=O)C)=O 5-(1-acetyl-5-(2-chloro-3-methoxyphenyl)pyrazolidin-3-ylidene)-1,3-dimethylpyrimidine-2,4,6(1H,3H,5H)-trione